(S)-4-(5-(4-(3,4-dimethylpiperazin-1-yl)-2-fluoro-5-nitrophenyl)pyrimidin-2-yl)morpholine C[C@H]1CN(CCN1C)C1=CC(=C(C=C1[N+](=O)[O-])C=1C=NC(=NC1)N1CCOCC1)F